2-((tert-butyldisulfanyl)methyl)aniline C(C)(C)(C)SSCC1=C(N)C=CC=C1